4-(4-cyclopropylphenyl)-N-(pyridin-3-yl)butanamide C1(CC1)C1=CC=C(C=C1)CCCC(=O)NC=1C=NC=CC1